(E)-1-[2-fluoro(2-benzenesulfonyl)ethenyl]-3-methoxy-benzene F\C(=C/C1=CC(=CC=C1)OC)\S(=O)(=O)C1=CC=CC=C1